NC1=C(C(=O)OC)C=C(C=N1)C1=C(C=C(C=C1)NC(C(O)C1=CC(=CC(=C1)F)F)=O)C methyl 2-Amino-5-(4-(2-(3,5-difluorophenyl)-2-hydroxyacetamido)-2-methylphenyl)nicotinate